(S)-3-(5-methyl-1,3,4-oxadiazol-2-yl)-4-(1H-pyrrolo[2,3-b]pyridin-5-yl)-2-(2-(tetrahydro-2H-pyran-4-yl)ethyl)-7,8,9,9a-tetrahydro-5H-pyrido[2,3-a]pyrrolizin-5-one CC1=NN=C(O1)C1=C(C2=C([C@@H]3CCCN3C2=O)N=C1CCC1CCOCC1)C=1C=C2C(=NC1)NC=C2